C1(CCCC1)C1=C(C(=NN1C=1SC=C(N1)C(=O)OCC)C1=CC=CC=C1)OC1=CC=C(C=C1)S(N)(=O)=O ethyl 2-(5-cyclopentyl-3-phenyl-4-(4-sulfamoylphenoxy)-1H-pyrazol-1-yl)thiazole-4-carboxylate